C(C1=CC=CC=C1)C(C(=O)NCC=1C=C2CN(C(C2=CC1)=O)C1C(NC(CC1)=O)=O)CNC(=O)NC(C)(C)C 2-benzyl-3-(3-(tert-butyl)ureido)-N-((2-(2,6-dioxopiperidin-3-yl)-1-oxoisoindolin-5-yl)methyl)propanamide